C(CCCCC)OC1=C(C=C(C(=O)O)C=C1)OC 4-Hexyloxy-3-methoxybenzoic acid